2-fluoro-N-(4-methylpiperidin-4-yl)-6-(2H-1,2,3-triazole-2-yl)benzamide FC1=C(C(=O)NC2(CCNCC2)C)C(=CC=C1)N1N=CC=N1